BrC=1C=C(OC2CCC(CC2)CCCO)C=CC1 3-((1r,4s)-4-(3-bromophenoxy)cyclohexyl)propan-1-ol